[Na].FC1CC(C1)C(=O)NC1=CC=2C(C=3N=C(N=CC3C2C=C1)C(F)(F)F)=O 3-fluoro-N-(9-oxo-2-(trifluoromethyl)-9H-indeno[2,1-d]pyrimidin-7-yl)cyclobutane-1-carboxamide sodium